1-(1-tetrahydrofuran-3-ylethyl)pyrazole-4-carboxamide O1CC(CC1)C(C)N1N=CC(=C1)C(=O)N